[NH+]1=CC=CC=C1.FC(C(C)=O)(F)F trifluoroacetone pyridinium salt